C(#C)C1=CC(=NC=2N=C(N=CC21)NC2=CC=C(C=C2)N2CCN(CC2)C)N2C(OC[C@@H]2C(C)C)=O (4S)-3-(5-ethynyl-2-{[4-(4-methylpiperazin-1-yl)phenyl]amino}pyrido[2,3-d]pyrimidin-7-yl)-4-isopropyl-1,3-oxazolidin-2-one